N-((3R)-7-(3,6-diazabicyclo[3.1.1]heptan-3-yl)chroman-3-yl)-3-amino-4,6-dimethylthieno[2,3-b]pyridine-2-carboxamide C12CN(CC(N1)C2)C2=CC=C1C[C@H](COC1=C2)NC(=O)C2=C(C=1C(=NC(=CC1C)C)S2)N